8-amino-7-fluoro-N-methyl-N-(6-oxo-1,6-dihydropyridin-2-yl)-3-((7-oxo-5,6,7,8-tetrahydro-4H-pyrazolo[1,5-d][1,4]diazepin-2-yl)amino)isoquinoline-6-carboxamide NC=1C(=C(C=C2C=C(N=CC12)NC1=NN2CC(NCCC2=C1)=O)C(=O)N(C=1NC(C=CC1)=O)C)F